CNC=1N=CC2=C(N1)NC=C2C2=CC=1N(C=C2)N=CC1 N-methyl-5-(pyrazolo[1,5-a]pyridin-5-yl)-7H-pyrrolo[2,3-d]pyrimidin-2-amine